C1(CCCC1)C1=C(C=C(C=C1O)\C=C\C1=CC(=CC=C1)Cl)O (E)-2-cyclopentyl-5-(3-chlorostyryl)-1,3-benzenediol